2-HYDROXY-3-PYRAZINECARBOXYLIC ACID OC1=NC=CN=C1C(=O)O